1-(4-((1,4,5,6-tetrahydropyrimidin-2-yl)thio)butyl)azepane N1C(=NCCC1)SCCCCN1CCCCCC1